(3,5-di-tert-butyl-4-hydroxyphenyl)-propionat C(C)(C)(C)C=1C=C(C=C(C1O)C(C)(C)C)OC(CC)=O